benzyldimethylphenol C(C1=CC=CC=C1)C1=C(C(=C(C=C1)O)C)C